Tert-butyl [(1R,3R)-3-{[6-(2,2,2-trifluoroethyl)thieno[2,3-d]pyrimidin-4-yl]amino}cyclopentyl]carbamate FC(CC1=CC2=C(N=CN=C2N[C@H]2C[C@@H](CC2)NC(OC(C)(C)C)=O)S1)(F)F